CC1=CC=C(C=C1)S(=O)(=O)O.C[C@@H]1CN(C[C@@H](N1)C)C1=NC=C(C(=N1)OCC)C(=O)NC1=CC2=CN(N=C2C(=C1)F)C 2-((3R,5S)-3,5-dimethylpiperazin-1-yl)-4-ethoxy-N-(7-fluoro-2-methyl-2H-indazol-5-yl)pyrimidine-5-carboxamide 4-methylbenzenesulfonate